5-Aminoisoxazole-3-carboxylic acid ethyl ester C(C)OC(=O)C1=NOC(=C1)N